1'-(2-{[6-(2-methanesulfonylpropan-2-yl)pyridin-3-yl]oxy}ethyl)-2-oxo-1,2-dihydrospiro[indole-3,4'-piperidine]-5-carbonitrile CS(=O)(=O)C(C)(C)C1=CC=C(C=N1)OCCN1CCC2(CC1)C(NC1=CC=C(C=C12)C#N)=O